CN1C=NC2=C1C=CC(=C2)N 1-methyl-1H-1,3-benzimidazol-5-ylamine